ClC1=CC(=C(C=C1)C1=NC(=CC=2N=C(N(C(C21)=O)C)C)N2C[C@@H](OCC2)[C@@H]2COCC2)F 5-(4-chloro-2-fluorophenyl)-2,3-dimethyl-7-((2S)-2-((3S)-tetrahydro-3-furanyl)-4-morpholinyl)pyrido[4,3-d]pyrimidin-4(3H)-one